(R)-piperidine-3-methanol hydrochloride Cl.N1C[C@@H](CCC1)CO